ClC=1C(=CC(=NC1)OCCC)B(O)O 5-CHLORO-2-PROPOXYPYRIDIN-4-YLBORONIC ACID